N-(4-fluorophenyl)pivaloyl-amide FC1=CC=C(C=C1)[N-]C(C(C)(C)C)=O